ClCC1=NC=C(C(=C1C)OC)C 2-chloromethyl-3,5-dimethyl-4-methoxypyridine